1,2,5-trimethylindene CC1C(=CC2=CC(=CC=C12)C)C